N1=NSC2=C1C=CS2 thieno[3,2-d]-1,2,3-thiadiazole